(2-hydroxy-3,5-dimethylphenyl)-6-acetylpyridine OC1=C(C=C(C=C1C)C)C1=NC(=CC=C1)C(C)=O